C1(CC1)COCC1=CC=C(C(=C1C(=O)OC(C)(C)C)COC)CCB1OC(C(O1)(C)C)(C)C tert-butyl 6-((cyclopropylmethoxy)methyl)-2-(methoxymethyl)-3-(2-(4,4,5,5-tetramethyl-1,3,2-dioxaborolan-2-yl)ethyl)benzoate